CN1CC(C1)(C)[C@@](C=1C=C(N=NC1)N1C(CC(C1)C1=NC(=CC=C1)C(C)C)=O)(C1=CC=C(C=C1)C(C)C)O 1-{5-[(R)-(1,3-Dimethyl-azetidin-3-yl)-hydroxy-(4-isopropyl-phenyl)-methyl]-pyridazin-3-yl}-4-(6-isopropyl-pyridin-2-yl)-pyrrolidin-2-one